4-nitro-N-(oxetan-3-yl)benzenesulfonamide tert-Butyl-4-(2-(azepan-1-yl)ethoxy)phenethylcarbamate C(C)(C)(C)OC(NCCC1=CC=C(C=C1)OCCN1CCCCCC1)=O.[N+](=O)([O-])C1=CC=C(C=C1)S(=O)(=O)NC1COC1